CN1CCN(CC1)C1=CC=C(C=C1)NC(=O)C1=NNC2=CC=C(C=C12)[N+](=O)[O-] N-(4-(4-methylpiperazin-1-yl)phenyl)-5-nitro-1H-indazole-3-carboxamide